BrC=1C(=NC(=NC1)NC=1C=C2CCC(NC2=CC1)=O)NC1=CC=2OCCN(C2N=C1)CC 6-((5-bromo-4-((4-ethyl-3,4-dihydro-2H-pyrido[3,2-b][1,4]oxazin-7-yl)amino)pyrimidin-2-yl)amino)-3,4-dihydroquinolin-2(1H)-one